(2S,4R)-4-(4-amino-6-bromo-5-(((R)-1-phenylethyl)carbamoyl)-7H-pyrrolo[2,3-d]pyrimidin-7-yl)-2-methylpyrrolidine-1-carboxylic acid tert-butyl ester C(C)(C)(C)OC(=O)N1[C@H](C[C@H](C1)N1C(=C(C2=C1N=CN=C2N)C(N[C@H](C)C2=CC=CC=C2)=O)Br)C